BrC=1C(=NC(=C(C1)COC)C)NC1=C(C(=CC=C1C)OCC1=CC=C(C=C1)OC)C 3-Bromo-N-(3-((4-methoxybenzyl)oxy)-2,6-dimethylphenyl)-5-(methoxymethyl)-6-methylpyridin-2-amine